C(C1=CC=CC=C1)N1CCOCC1 N-benzyl-morpholine